2-(toluene-4-sulfonylmethyl)-acrylic acid (10-methacryloyloxydecyl) ester C(C(=C)C)(=O)OCCCCCCCCCCOC(C(=C)CS(=O)(=O)C1=CC=C(C)C=C1)=O